FC1=C(C=C(C=C1)C=1N=CSC1C=1C=C2C=NNC2=CC1)C 4-(4-fluoro-3-methylphenyl)-5-(1H-indazol-5-yl)thiazole